2,2-dimethyl-1,2-dihydro-1,5-naphthyridine CC1(NC2=CC=CN=C2C=C1)C